C(#N)C1=C(C=C(C=N1)N1C(N(C2(CCC2)C1=S)C1=CC(=C(C(=O)NC)C=C1)F)=S)C(F)(F)F 4-(7-(6-cyano-5-(trifluoromethyl)pyridin-3-yl)-6,8-dithioxo-5,7-diazaspiro[3.4]octan-5-yl)-2-fluoro-N-methylbenzamide